C(C)(C)OC(NC=1C=NC(=C(C1)OC)C(N)=S)=O (6-Thiocarbamoyl-5-methoxy-3-pyridinyl)carbamic acid isopropyl ester